2-(6-(6-cyclopropyl-2-((3-methyl-4-(4-methylpiperazin-1-yl)phenyl)amino)-7H-pyrrolo[2,3-d]pyrimidin-7-yl)pyridin-2-yl)propan-2-ol C1(CC1)C1=CC2=C(N=C(N=C2)NC2=CC(=C(C=C2)N2CCN(CC2)C)C)N1C1=CC=CC(=N1)C(C)(C)O